C1(=CC=C(C=C1)C(C(C(=O)O)(O)C1=CC=C(C=C1)C)(O)C(=O)O)C.N1=CN=C(C2=C1NC=C2)C=2C=NN(C2)[C@H](CC#N)C2CCCC2 (R)-3-(4-(7H-pyrrolo[2,3-d]pyrimidin-4-yl)-1H-pyrazol-1-yl)-3-cyclopentylpropionitrile (2S,3S)-di-p-toluyltartrate